C[Si](C(CCCCCN(CC)CC)[SiH2]CNCCC[Si](OC)(OC)C)(OC)OC 1-methyldimethoxysilyl-6-(diethylamino)(methyldimethoxysilylpropylamino)methylsilylhexane